N-(cyclopropylmethyl)-5-(3-(2,2-difluoroethyl)-2-methyl-3H-imidazo[4,5-b]pyridin-5-yl)pyrrolo[2,1-f][1,2,4]triazin-2-amine C1(CC1)CNC1=NN2C(C=N1)=C(C=C2)C2=CC=C1C(=N2)N(C(=N1)C)CC(F)F